COC(=O)C1=CC=C2C(=N1)N(C(=N2)CCl)C[C@@H](O)CC (S)-2-(chloromethyl)-3-(oxabutane-2-ylmethyl)-3H-imidazo[4,5-b]pyridine-5-carboxylic acid methyl ester